CC=1C=C(C[C@H](N)CC(=O)O)C=CC1 3-methyl-β-homophenylalanine